[N+](=O)([O-])C1=CC=C(COC(=O)N2[C@@H]([C@@H]2C)C(=O)OC)C=C1 (2s,3s)-3-methylaziridine-1,2-dicarboxylic acid 2-methyl 1-(4-nitrobenzyl) ester